C(C)OC(=O)C1=CC=NN1COCC[Si](C)(C)C 1-{[2-(trimethylsilyl)ethoxy]Methyl}-1H-pyrazole-5-carboxylic acid ethyl ester